[PH2](=O)N=C(N)N N2-Phosphinylguanidin